N-(3-chlorobenzyl)-4-isopropoxy-2-nitroaniline ClC=1C=C(CNC2=C(C=C(C=C2)OC(C)C)[N+](=O)[O-])C=CC1